ClC1=CC=C(S1)C1=NN(C2=CC=C(C=C12)NCC(=O)O)C(C)C (3-(5-chlorothien-2-yl)-1-isopropyl-1H-indazol-5-yl)glycine